3-chloro-9,9-diphenylfluorene ClC=1C=CC=2C(C3=CC=CC=C3C2C1)(C1=CC=CC=C1)C1=CC=CC=C1